CN1N=NN=C1N1C(=NC2=C1C=CC=C2)OCC=2C(=NC=CC2)N (((1-(1-methyl-1H-tetrazol-5-yl)-1H-benzo[d]imidazol-2-yl)oxy)methyl)pyridin-2-amine